COC=1N=C2C[C@@H](CN(C2=CC1)C1=CC=C(C=C1)C(F)(F)F)CNC(C)=O |o1:6| (R)- or (S)-N-((6-methoxy-1-(4-(trifluoromethyl)phenyl)-1,2,3,4-tetrahydro-1,5-naphthyridin-3-yl)methyl)acetamide